C(C)N1C(C=2N=CN=CC2C1)=O 6-ethyl-5H-pyrrolo[3,4-d]pyrimidin-7(6H)-one